Tert-butyl (2-(3-hydroxyphenyl)propan-2-yl)carbamate OC=1C=C(C=CC1)C(C)(C)NC(OC(C)(C)C)=O